ClC1=CC=C(O\C(\C(=O)C2=CC=C(C=C2)Cl)=C\N(C)C)C=C1 (E)-2-(4-Chlorophenoxy)-1-(4-chlorophenyl)-3-(dimethylamino)prop-2-en-1-one